BrC=1C=2N(C=C(C1)C1CC1)C=C(N2)COC2=C(N=NC(=C2)Cl)N 4-((8-bromo-6-cyclopropylimidazo[1,2-a]pyridine-2-yl)methoxy)-6-chloropyridazin-3-amine